N-ethyl-2-methyl-N-[[4-[5-(trifluoro-methyl)-1,2,4-oxadiazol-3-yl]phenyl]methyl]propanamide C(C)N(C(C(C)C)=O)CC1=CC=C(C=C1)C1=NOC(=N1)C(F)(F)F